N1C(CC2=NC=CC=C21)=O 1,3-dihydropyrrolo[3,2-b]pyridin-2-one